Ethyldimethyl-(decyl)silane C(C)[Si](CCCCCCCCCC)(C)C